[(1R,2R)-1-methyl-7-[(1-methylcyclopropyl)sulfamoyl]-4-[(1-methylpyrazol-4-yl)methyl]-5-oxo-1H,2H-imidazo[1,2-a]quinazolin-2-yl]methyl methanesulfonate CS(=O)(=O)OC[C@@H]1N=C2N(C3=CC=C(C=C3C(N2CC=2C=NN(C2)C)=O)S(NC2(CC2)C)(=O)=O)[C@@H]1C